2-(tert-butoxycarbonyl)-N6-(4-(4-fluorophenyl)butanoyl)-L-lysine C(C)(C)(C)OC(=O)[C@](N)(CCCCNC(CCCC1=CC=C(C=C1)F)=O)C(=O)O